8-((1-(Prop-1-en-1-yl)-1H-indazol-6-yl)oxy)-4-(trifluoromethyl)-5,6,7,8-tetrahydroquinoline-3-carbonitrile C(=CC)N1N=CC2=CC=C(C=C12)OC1CCCC=2C(=C(C=NC12)C#N)C(F)(F)F